FC1(C(NCC2=CC=C(C=C12)F)=O)F 4,4,6-trifluoro-1,4-dihydroisoquinolin-3(2H)-one